CC(CC=O)C 3,3-dimethylpropan-1-one